NC(C)C1(CCN(CC1)C=1C(=NC(=C(N1)C)C1=C(C(=NC=C1)Br)Cl)CO)C (3-(4-(1-aminoethyl)-4-methylpiperidin-1-yl)-6-(2-bromo-3-chloropyridin-4-yl)-5-methylpyrazin-2-yl)methanol